tert-butyl (E)-(2-((4-(3'-bromo-[1,1'-biphenyl]-3-yl)-5-oxo-4,5-dihydro-1H-1,2,4-triazol-1-yl)methyl)-3-fluoroallyl)carbamate BrC=1C=C(C=CC1)C1=CC(=CC=C1)N1C=NN(C1=O)C\C(\CNC(OC(C)(C)C)=O)=C\F